ClC1=C(C(=C(C=C1OC)OC)Cl)C1=CC2=C(N=C(N=C2)N[C@@H]2CNCC[C@@H]2NC(C=C)=O)C=N1 N-((3R,4S)-3-((6-(2,6-dichloro-3,5-dimethoxyphenyl)pyrido[3,4-d]pyrimidin-2-yl)amino)piperidin-4-yl)acrylamide